C(#N)C1=CC(=C(C=C1)COC1=NN(C=C1)C1CCN(CC1)CC=1N(C2=C(N1)C=CC(=C2)C(=O)OC)CC=2N(C=NC2)C(F)F)F Methyl 2-[[4-[3-[(4-cyano-2-fluoro-phenyl)methoxy]pyrazol-1-yl]-1-piperidyl]methyl]-3-[[3-(difluoromethyl)imidazol-4-yl]methyl]benzimidazole-5-carboxylate